N-cyclopropyl-2-(difluoromethoxy)-4-[7-[[1-(2-hydroxy-2-methyl-propyl)azetidin-3-yl]methoxy]imidazo[1,2-a]pyridin-3-yl]-6-methoxy-benzamide C1(CC1)NC(C1=C(C=C(C=C1OC)C1=CN=C2N1C=CC(=C2)OCC2CN(C2)CC(C)(C)O)OC(F)F)=O